(R)-N'-((1,2,3,5,6,7-hexahydrodicyclopenta[b,e]pyridin-8-yl)carbamoyl)-4-(2-hydroxypropan-2-yl)benzene-sulfonimidamide C1CCC2=NC3=C(C(=C21)NC(=O)N=[S@](=O)(N)C2=CC=C(C=C2)C(C)(C)O)CCC3